C1(C(C=CC=C1)C)(C)O.[Li] lithium xylenol